tert-butyl 8-(p-tolylsulfonyloxy)-5-azaspiro[3.5]nonane-5-carboxylate C1(=CC=C(C=C1)S(=O)(=O)OC1CCN(C2(CCC2)C1)C(=O)OC(C)(C)C)C